4,5-dihydro-3H-azepin N1=CCCCC=C1